6-fluoro-1H-indol-4-yl acetate C(C)(=O)OC1=C2C=CNC2=CC(=C1)F